N-((3S,4S)-4-fluoropyrrolidin-3-yl)-6-(7-methoxy-6-(1H-pyrazol-4-yl)imidazo[1,2-b]pyridazin-3-yl)pyridin-2-amine F[C@@H]1[C@H](CNC1)NC1=NC(=CC=C1)C1=CN=C2N1N=C(C(=C2)OC)C=2C=NNC2